3-(methylthio)quinoline-3-carboxamide CSC1(CN=C2C=CC=CC2=C1)C(=O)N